3-[(cyclopentylamino)methyl]-1-[(4-ethenylphenyl)methyl]-6-methyl-1H-indole-2-carboxylic acid C1(CCCC1)NCC1=C(N(C2=CC(=CC=C12)C)CC1=CC=C(C=C1)C=C)C(=O)O